3-isopropyl-N6-(3-methoxypropyl)-[1,2,4]triazolo[4,3-b]pyridazine-6,8-diamine C(C)(C)C1=NN=C2N1N=C(C=C2N)NCCCOC